NN1C(=NC(=C1C(=O)N)C1=CC=C(C=C1)C(NC1=NC=CC=C1)=O)[C@H]1N(CCCC1)C(\C=C\CC)=O (S,E)-1-Amino-2-(1-(pent-2-enoyl)piperidin-2-yl)-4-(4-(pyridin-2-ylcarbamoyl)phenyl)-1H-imidazol-5-carboxamid